FC1=CC=C2C=CC=C(C2=C1OC([2H])([2H])F)B1OC(C(O1)(C)C)(C)C 2-(7-Fluoro-8-(fluoromethoxy-d2)naphthalen-1-yl)-4,4,5,5-tetramethyl-1,3,2-dioxaborolane